ethyl 6-fluoro-2,4-dimethylquinoline-3-carboxylate FC=1C=C2C(=C(C(=NC2=CC1)C)C(=O)OCC)C